2-[(5-methylpyrazin-2-yl)methyl]-1-[(2r,4r)-2-methyltetrahydro-2H-pyran-4-yl]-8-(trifluoromethyl)-1H-imidazo[4,5-c]quinoline CC=1N=CC(=NC1)CC=1N(C2=C(C=NC=3C=CC(=CC23)C(F)(F)F)N1)[C@H]1C[C@H](OCC1)C